C=C1C=CC(C=C1)=C 1,4-dimethylene-benzene